Azepine-3-carboxylic acid N1C=C(C=CC=C1)C(=O)O